ClC1=C(C=CC=C1)NC1CCN(CC1)C(CNC(=O)C1=NOC(=C1)C1=C(C=CC=C1)O)=O 5-(2-Hydroxy-phenyl)-isoxazole-3-carboxylic acid {2-[4-(2-chloro-phenylamino)-piperidin-1-yl]-2-oxo-ethyl}-amide